C(C1=CC=CC=C1)C1C/C(/C(N1C(=O)OC(C)(C)C)=O)=C\C1N(C(OC1)(C)C)C(=O)OC(C)(C)C tert-butyl (E)-4-((5-benzyl-1-(tert-butoxycarbonyl)-2-oxopyrrolidin-3-ylidene)methyl)-2,2-dimethyloxazolidine-3-carboxylate